ethyl-6-iodo-[1,2,4]triazolo[1,5-a]pyrimidine-7-amine C(C)C1=NN2C(N=CC(=C2N)I)=N1